ClC=1C(=NC2=CC(=C(N=C2C1N[C@@H](CC)C1=C(C(=CC=C1)F)F)C=1C=NC(=NC1)OCP(=O)(C)C)F)C 3-chloro-N-[(1S)-1-(2,3-difluorophenyl)propyl]-6-{2-[(dimethylphosphoryl)methoxy]pyrimidin-5-yl}-7-fluoro-2-methyl-1,5-naphthyridin-4-amine